ClC1=C2N(C(C(=C1)NC1=NC=NC=C1)=O)C(NC2=O)(CCC)CCC 8-chloro-3,3-dipropyl-6-(pyrimidin-4-ylamino)-2H-imidazo[1,5-a]pyridine-1,5-dione